N-carboxyethyl-N-hydroxyethyl-imidazolinium C(=O)(O)CC[N+]1(C=NCC1)CCO